COC1=NC=C(N=C1)[Sn](CCCC)(CCCC)CCCC 2-methoxy-5-(tributyl-stannyl)pyrazine